ClC1=CC(=C(C=N1)C(=O)NC)NC1=C(C(=CC=C1)C1=NC=CC=N1)OC 6-chloro-4-(2-methoxy-3-pyrimidin-2-yl-anilino)-N-methyl-pyridine-3-carboxamide